2-chloro-4-phenoxybenzene ClC1=CC=CC(=C1)OC1=CC=CC=C1